C(C)(C)(C)OC(=O)NC1=NC=CC(=C1Cl)OC1=C(C=C(C=C1)NC1=C(C(=O)O)C=CC=N1)F 2-[(4-[(2-{[(tert-butoxy)carbonyl]amino}-3-chloropyridin-4-yl)oxy]-3-fluorophenyl)amino]nicotinic acid